methyl (E)-3-(3-((1S,2R,4R)-N-((3-chloro-4'-(dimethylamino)-[1,1'-biphenyl]-4-yl)methyl-d)bicyclo[2.2.1]heptane-2-carboxamido)-5-fluorophenyl)acrylate ClC=1C=C(C=CC1C(N(C(=O)[C@H]1[C@H]2CC[C@@H](C1)C2)C=2C=C(C=C(C2)F)/C=C/C(=O)OC)[2H])C2=CC=C(C=C2)N(C)C